tert-butyl-6-fluoro-4-Formyl-3,4-dihydroisoquinoline-2(1H)-carboxylate C(C)(C)(C)OC(=O)N1CC2=CC=C(C=C2C(C1)C=O)F